C(#N)C1CC2(C1)C[C@H](N(CC2)CC2=C1C=CNC1=C(C=C2OC)C)C2=CC=C(C(=O)N[C@@H](C)C1COC1)C=C2 4-((2R,4s,6S)-2-cyano-7-((5-methoxy-7-methyl-1H-indol-4-yl)methyl)-7-azaspiro[3.5]nonan-6-yl)-N-((S)-1-(oxetan-3-yl)ethyl)benzamide